2-(5-methyl-2-(1-oxo-1,2,3,4-tetrahydropyrazino[1,2-b]indazol-9-yl)piperidin-1-yl)-2-oxoacetic acid CC1CCC(N(C1)C(C(=O)O)=O)C1=CC2=C3N(N=C2C=C1)CCNC3=O